methylethylamino-zirconium C[Zr]NCC